CC(CCO)=C 3-methyl-3-butenol